ClC1=C(C(=CC=C1Cl)O)[C@H]1C[C@@H]2N(C(CN(C2)C([C@@H](CO)O)=O)=O)C1 (7R,8aS)-7-(2,3-dichloro-6-hydroxyphenyl)-2-((R)-2,3-dihydroxypropanoyl)hexahydropyrrolo[1,2-a]pyrazin-4(1H)-one